3-[5-(difluoromethoxy)-3-pyridyl]-1-isopropyl-N-(3-methyl-1,1-dioxo-thietan-3-yl)pyrazolo[4,3-b]pyridine-6-carboxamide FC(OC=1C=C(C=NC1)C1=NN(C=2C1=NC=C(C2)C(=O)NC2(CS(C2)(=O)=O)C)C(C)C)F